[C@H]12CN(C[C@H](CC1)N2)C=2C1=C(N=C(N2)OC[C@]23CCCN3C[C@@H](C2)F)C(=C(N=C1)C=1N2C(=CC=C2C=C(C1)O)CC)F 5-(4-((1R,5S)-3,8-diazabicyclo[3.2.1]octan-3-yl)-8-fluoro-2-(((2R,7aS)-2-fluorotetrahydro-1H-pyrrolizin-7a(5H)-yl)methoxy)pyrido[4,3-d]pyrimidin-7-yl)-3-ethylindolizin-7-ol